C(C)(C)(C)OC(=O)N1C(CCCC1)C=1C=CC2=C(N=C(S2)N2[C@@H](CC2)C)C1 2-(((R)-2-methylazetidin-1-yl)benzo[d]thiazol-5-yl)piperidine-1-carboxylic acid tert-butyl ester